ethyl 2-(4-bromo-3-fluorophenyl)acrylate BrC1=C(C=C(C=C1)C(C(=O)OCC)=C)F